FC=1C=C(C=C(C1)F)C1CC=NN1C(=O)C12CC(C1)(C2)CC=2OC(=NN2)C (5-(3,5-Difluorophenyl)-4,5-dihydro-1H-pyrazol-1-yl)(3-((5-methyl-1,3,4-oxadiazol-2-yl)methyl)bicyclo[1.1.1]pent-1-yl)methanone